ethyl 4-isocyanato-2-(2H-tetrazol-5-yl)benzoate N(=C=O)C1=CC(=C(C(=O)OCC)C=C1)C=1N=NNN1